[Na+].[Na+].P(=O)([O-])OP(=O)[O-].N1CCCCCC1 azepane diphosphonate disodium